OC=1C(=NC=CC1)B(O)O 3-HYDROXYPYRIDINE-2-BORONIC ACID